COC1=C(C=CC(=C1)CCC)OC=C(C1=CC=CC=C1)OCCCCCCCC 2-methoxy-1-((2-(octyloxy)-2-phenylvinyl)oxy)-4-propylbenzene